COC=1C(=CC=2N(C1)N=CC2)C2=NCC=CC2 (6-methoxypyrazolo[1,5-a]pyridin-5-yl)-3,6-dihydropyridine